6-(Azetidin-1-yl)-N-(3-bromopyridine-2-sulfonyl)-4-fluoro-1-benzofuran-2-carboxamide N1(CCC1)C1=CC2=C(C=C(O2)C(=O)NS(=O)(=O)C2=NC=CC=C2Br)C(=C1)F